N[Ni] monoaminonickel